C1(CC1)[C@@H]1NC2=C(C(N(C=3C=C(C(=CC23)NC2=NC(=NC=C2Cl)Cl)F)C)=O)OCC1(F)F (S)-2-Cyclopropyl-10-((2,5-dichloropyrimidin-4-yl)amino)-3,3,9-trifluoro-7-methyl-1,2,3,4-tetrahydro-[1,4]oxazepino[2,3-c]quinolin-6(7H)-one